[4-(6-Amino-pyridazin-3-yl)-piperidin-1-yl]-(6'-ethoxy-4-methoxy-[3,3']bipyridinyl-6-yl)-methanone NC1=CC=C(N=N1)C1CCN(CC1)C(=O)C1=CC(=C(C=N1)C=1C=NC(=CC1)OCC)OC